Gallic acid ethyl ester (ethyl gallate) C(C)C1=C(C(=O)O)C=C(C(=C1O)O)O.C(C)OC(C1=CC(O)=C(O)C(O)=C1)=O